C1(CCCCCC1)NC=1SC(=C(N1)C)C=1C=CC(=C(C1)S(=O)(=O)NC1=CC=C(C=C1)C(F)(F)F)OC 5-[2-(cycloheptylamino)-4-methyl-thiazol-5-yl]-2-methoxy-N-[4-(trifluoromethyl)phenyl]benzenesulfonamide